4-([1,1'-biphenyl]-4-yloxy)-3-fluoroaniline C1(=CC=C(C=C1)OC1=C(C=C(N)C=C1)F)C1=CC=CC=C1